BrC1=NN(C(=C1Br)Br)CC1=C(C=C(C=C1)C1=CC=CC=C1)O 4-((3,4,5-tribromo-1H-pyrazol-1-yl)methyl)-[1,1'-biphenyl]-3-ol